N-(5-(3-(9H-purin-6-yl)pyridin-2-ylamino)-2-fluorophenyl)-4-methoxy-3-(trifluoromethyl)benzamide N1=CN=C2NC=NC2=C1C=1C(=NC=CC1)NC=1C=CC(=C(C1)NC(C1=CC(=C(C=C1)OC)C(F)(F)F)=O)F